FC1(CC2(CC(C2)(C(=O)O)C(F)(F)F)C1)F 6,6-difluoro-2-(trifluoromethyl)spiro[3.3]heptane-2-carboxylic acid